1-(4-((1-(3-fluoropropyl)azetidin-3-yl)Oxy)phenyl)-3-methyl-2,3,4,9-tetrahydro-1H-pyrido[3,4-b]Indole FCCCN1CC(C1)OC1=CC=C(C=C1)C1NC(CC2=C1NC1=CC=CC=C21)C